SC(=O)S sulfanyl ketone